BrC1=C(N=C(N1C)C1=CC=C(C=C1)[C@@H](C)N1C=2N(CCC1=O)N=C(N2)C=2C(=NC=NC2OC)C2CC2)C(F)(F)F (R)-4-(1-(4-(5-bromo-1-methyl-4-(trifluoromethyl)-1H-imidazol-2-yl)phenyl)ethyl)-2-(4-cyclopropyl-6-methoxypyrimidin-5-yl)-6,7-dihydro-[1,2,4]triazolo[1,5-a]pyrimidin-5(4H)-one